4,6-bis[3-(phenanthren-9-yl)phenyl]pyrimidin C1=CC=CC=2C3=CC=CC=C3C(=CC12)C=1C=C(C=CC1)C1=NC=NC(=C1)C1=CC(=CC=C1)C=1C2=CC=CC=C2C=2C=CC=CC2C1